C(C)(C)(C)OC(=O)N[C@H](C(=O)OC)CC1=CC(=C(C=C1)OC)I (S)-Methyl 2-((tert-butoxycarbonyl)amino)-3-(3-iodo-4-methoxyphenyl)propanoate